(R)-3-aminotetrahydrofuran p-toluenesulphonic acid salt CC1=CC=C(C=C1)S(=O)(=O)O.N[C@H]1COCC1